benzyl (RS)-cis-(4-methylpiperidin-3-yl)carbamate C[C@H]1[C@H](CNCC1)NC(OCC1=CC=CC=C1)=O